[18F][C@]1(C(OC(C2=CC=CC=C2)=O)O[C@@H]([C@H]1OC(C1=CC=CC=C1)=O)COC(C1=CC=CC=C1)=O)O 2-[18F]fluoro-1,3,5-tri-O-benzoyl-arabinofuranose